tri-hydroxybutyric acid OC(CCC(=O)O)(O)O